4-bromo-1-(tetrahydro-2H-pyran-2-yl)-5-((triisopropylsilyl)ethynyl)-5,6,7,8-tetrahydro-1H-benzo[f]indazole BrC1=C2C=NN(C2=CC2=C1C(CCC2)C#C[Si](C(C)C)(C(C)C)C(C)C)C2OCCCC2